9-(2-fluoro-5-trifluoromethylanilino)-1,3,7-trimethylfluorene FC1=C(NC2C3=CC(=CC=C3C=3C=C(C=C(C23)C)C)C)C=C(C=C1)C(F)(F)F